NC1=C(C=C(C=N1)C=1C=C(C=CC1)NS(=O)(=O)CCN1CCN(CC1)C(C)=O)OCC1=C(C(=CC=C1F)F)Cl 2-(4-acetyl-piperazin-1-yl)-ethanesulfonic acid {3-[6-amino-5-(2-chloro-3,6-difluoro-benzyloxy)-pyridin-3-yl]-phenyl}-amide